IC1C(C(C1(F)F)(F)F)I 1,2-diiodo-3,3,4,4-tetrafluorocyclobutane